C(C1=CC=CC=C1)(=O)[O-].C(CCCCCCCCCCC)[NH+](C)CCCCCCCCCCCC Dilaurylmethylammonium benzoate